3-((5-(3-ethyl-2-methyl-3H-imidazo[4,5-b]pyridin-5-yl)pyrrolo[2,1-f][1,2,4]triazin-2-yl)amino)-1-methylcyclobutan-1-ol C(C)N1C(=NC=2C1=NC(=CC2)C=2C=CN1N=C(N=CC12)NC1CC(C1)(O)C)C